4-chloro-5-iodo-2-methyl-1H-1,3-benzodiazole ClC1=C(C=CC=2NC(=NC21)C)I